O[C@@H]1CC(=O)OC1 |r| (±)-3-Hydroxy-r-butyrolactone